BrCCCCCC(CCCC)Br 1,6-dibromodecane